tetrabromobisphenol a potassium salt [K].BrC1=C(C(=C(C(=C1O)Br)Br)C(C)(C)C1=CC=C(C=C1)O)Br